4-[2-[[4-[[3-(3-Fluoro-4-methoxyphenyl)imidazo[1,2-a]pyrazin-8-yl]amino]-2-methylbenzoyl]-methylamino]acetyl]piperazin FC=1C=C(C=CC1OC)C1=CN=C2N1C=CN=C2NC2=CC(=C(C(=O)N(CC(=O)N1CCNCC1)C)C=C2)C